FC1(CCN(CC1)C=1C(=C(C=C2C=CC=NC12)N(C=O)OC(C)(C)C)F)F N-[8-(4,4-difluoropiperidinyl)-7-fluoro(6-quinolyl)](tert-butoxy)formamide